3-methoxy-2-{[(3R,6R)-6-methyl-1-{[2-(2H-1,2,3-triazol-2-yl)phenyl]carbonyl}piperidin-3-yl]oxy}pyridine-4-carbonitrile COC=1C(=NC=CC1C#N)O[C@H]1CN([C@@H](CC1)C)C(=O)C1=C(C=CC=C1)N1N=CC=N1